propionic acid, tetrabutylammonium salt C(CCC)[N+](CCCC)(CCCC)CCCC.C(CC)(=O)[O-]